FC=1C(=NC=C(C1)C(F)(F)F)C(=O)N(C)OC fluoro-N-methoxy-N-methyl-5-(trifluoromethyl)pyridineamide